C1(CCCCC1)OC(C(=C)C)=O.C(C1CO1)OC(C(=C)C)=O.C(C1CO1)OC(C(=C)C)=O methacrylic acid glycidyl ester glycidyl-methacrylate cyclohexyl-methacrylate